ClC=1C=2N(C=CC1I)C(=CN2)[N+](=O)[O-] 8-chloro-7-iodo-3-nitroimidazo[1,2-a]pyridine